NC=1C=C2C=CC=C3CCC(C(C1C)=C32)=O 8-amino-9-methyl-2,3-dihydro-1H-phenalen-1-one